ClC=1C=C(C#N)C=C(C1)CCN1C(CC(C1)COC1=CC=C(C=C1)S(=O)(=O)CCCS(=O)(=O)C)C 3-chloro-5-[2-(4-{[4-(3-methanesulfonylpropanesulfonyl)phenoxy]methyl}-2-methylpyrrolidin-1-yl)ethyl]benzonitrile